6-{(S)-2-[2-(benzo[d]isoxazol-3-yl)phenyl]-2-[((S)-tert-butylsulfinyl)amino]ethyl}-N-(2-methoxyethyl)pyridine-2-carboxamide O1N=C(C2=C1C=CC=C2)C2=C(C=CC=C2)[C@H](CC2=CC=CC(=N2)C(=O)NCCOC)N[S@@](=O)C(C)(C)C